L-alpha-aspartyl-L-prolyl-N-[2-(ethoxymethyl)-1-(2-hydroxy-2-methylpropyl)-1H-imidazo[4,5-c]quinolin-4-yl]-L-valinamide N[C@@H](CC(O)=O)C(=O)N1[C@@H](CCC1)C(=O)N[C@@H](C(C)C)C(=O)NC1=NC=2C=CC=CC2C2=C1N=C(N2CC(C)(C)O)COCC